C(C)(C)(C)N(C(O)=O)[C@@H]1CN(C[C@H](C1)O)C=1C2=C(N=C(N1)Cl)C(=C(N=C2)Cl)F.C(C)[Si](OCC)(OCC)CC diethyl-diethoxysilane Tert-butyl-((3s,5s)-1-(2,7-dichloro-8-fluoropyrido[4,3-d]pyrimidin-4-yl)-5-hydroxypiperidin-3-yl)carbamate